(S)-3-(5-bromo-3-(hydroxymethyl)-1H-indazol-1-yl)-pyrrolidine-1-carboxylic acid tert-butyl ester C(C)(C)(C)OC(=O)N1C[C@H](CC1)N1N=C(C2=CC(=CC=C12)Br)CO